5-(4-((1-phenylethyl)amino)quinazolin-6-yl)nicotinonitrile C1(=CC=CC=C1)C(C)NC1=NC=NC2=CC=C(C=C12)C=1C=NC=C(C#N)C1